(S)-1,2-epoxy-5-hexene C1[C@H](CCC=C)O1